FC(OC1=C(C=C(C=C1)B(O)O)C)F (4-(difluoromethoxy)-3-methylphenyl)boronic acid